ClC1=C(C=CC=C1C1=CC=2N(C(C(=CN2)C=2NCCN2)=O)C=C1)C1=C(C(=CC=C1)C1=NC(=C(C=C1)CNC[C@@H]1NC(CC1)=O)OC)Cl 2-(8-(2,2'-dichloro-3'-(6-methoxy-5-(((((R)-5-oxopyrrolidin-2-yl)methyl)amino)methyl)pyridin-2-yl)-[1,1'-biphenyl]-3-yl)-4-oxo-4H-pyrido[1,2-a]pyrimidin-3-yl)-4,5-dihydro-1H-imidazole